The molecule is a 5-oxo monocarboxylic acid that is 5-oxopentanoic acid substituted by an amino group at position 4 (the 4S-stereoisomer). It has a role as an Escherichia coli metabolite. It is a gamma-amino acid, a 5-oxo monocarboxylic acid and a glutamic semialdehyde. It derives from a valeric acid. It is a conjugate acid of a (S)-4-amino-5-oxopentanoate. It is a tautomer of a (S)-4-amino-5-oxopentanoic acid zwitterion. C(CC(=O)O)[C@@H](C=O)N